benzyl (3aS,7aR)-1-methyl-3,3a,4,6,7,7a-hexahydro-2H-pyrrolo[3,2-c]pyridine-5-carboxylate CN1CC[C@H]2CN(CC[C@H]21)C(=O)OCC2=CC=CC=C2